(2S,4R)-N-[(R)-(3-acetamidophenyl)[4-(propan-2-yl)phenyl]methyl]-4-fluoro-1-[2-(1-methyl-1H-1,2,3-triazol-4-yl)acetyl]pyrrolidine-2-carboxamide C(C)(=O)NC=1C=C(C=CC1)[C@H](NC(=O)[C@H]1N(C[C@@H](C1)F)C(CC=1N=NN(C1)C)=O)C1=CC=C(C=C1)C(C)C